N1(CCNCC1)C1=C(C#N)C=CC(=C1)C(F)(F)F 2-(piperazin-1-yl)-4-(trifluoromethyl)benzonitrile